C(C)(C)(C)N1N=CC(=C(C1=O)Cl)SCC1=CC=C(C=C1)C(C)(C)C 2-tert-butyl-5-(4-tert-butylbenzylthio)-4-chloropyridazin-3(2H)-one